O=C1NC(CCC1N1C(C2=CC=C(C=C2C1)C(=O)N[C@@H](C(F)(F)F)C1=CC=CC=C1)=O)=O 2-(2,6-Dioxopiperidin-3-yl)-1-oxo-N-((R)-2,2,2-trifluoro-1-phenylethyl)isoindoline-5-carboxamide